C1(NC(C2CC=CC=C12)=O)=O DIHYDRO-1H-ISOINDOLE-1,3-DIONE